C1(=CC=CC=C1)C1=CC=C(C=N1)C=O 6-phenylpyridine-3-carbaldehyde